CC1=C(C(=NC=C1B1OC(C(O1)(C)C)(C)C)C(=O)N)C dimethyl-5-(tetramethyl-1,3,2-dioxaborolan-2-yl)pyridine-2-carboxamide